4-cyano-2-fluoro-5-methylphenyl-boronic acid pinacol ester C(#N)C1=CC(=C(C=C1C)B1OC(C)(C)C(C)(C)O1)F